octane-3,6-diamine CCC(CCC(CC)N)N